C(#N)C1(CC1)CC=1C(=[N+](C=C(C1)C1C(C1)C(=O)OC)[O-])C ((1-cyanocyclopropyl)methyl)-5-(2-(methoxycarbonyl)cyclopropyl)-2-methylpyridine 1-oxide